4,4'-bis-(N-carbazolyl)biphenyl C1=CC=CC=2C3=CC=CC=C3N(C12)C1=CC=C(C=C1)C1=CC=C(C=C1)N1C2=CC=CC=C2C=2C=CC=CC12